O[C@H]1[C@H](O)[C@@H](O)[C@@H](S)[C@H](O1)CO 4-Thio-β-D-galactopyranose